C1(CC1)N1C[C@@H](CCC1)NC=1C2=CC=CC=C2N=C2C=C(C(=CC12)OC)OC N-[(3R)-1-cyclopropylpiperidin-3-yl]-2,3-dimethoxyacridin-9-amine